C(C=C)OCC(CO)(C)COCC=C 2,2-bisallyloxymethyl-1-Propanol